ClC1=NC=C(C(=C1)C1=C(C=NC(=C1)C)C(=O)NC=1SC2=C(N1)CN(C2)C(C2=NC(=CC=C2)C(C)(F)F)=O)OC 2'-chloro-N-(5-(6-(1,1-difluoroethyl)picolinoyl)-5,6-dihydro-4H-pyrrolo[3,4-d]thiazol-2-yl)-5'-methoxy-6-methyl-[4,4'-bipyridine]-3-carboxamide